BrC1=CC(=C(C(=C1C1=CC=CC=C1)C1=CC=CC=C1)O)C1=C(C=CC=C1)F 6'-bromo-4'-(2-fluorophenyl)-[1,1':2',1''-terphenyl]-3'-ol